FC=1C=C(C=C(C1)F)COC=1C(=NC=C(C1)F)C=1C=C(SC1OC)C(=O)O 4-{3-[(3,5-difluorophenyl)methoxy]-5-fluoropyridin-2-yl}-5-methoxythiophene-2-carboxylic acid